N1[C@@H](CC1)CNC(=O)C1(CCN(CC1)C1=C(C=C(C=C1)C(F)(F)F)C#N)C=1C=NC(=CC1)C1=C(C=CC=C1)OC N-{[(2S)-azetidin-2-yl]Methyl}-1-[2-cyano-4-(trifluoromethyl)phenyl]-4-[6-(2-methoxyphenyl)pyridine-3-yl]Piperidine-4-carboxamide